2-phenyl-3-(4-methylbenzoyloxy)-4H-pyrido[1,2-a]pyrimidin-4-one C1(=CC=CC=C1)C=1N=C2N(C(C1OC(C1=CC=C(C=C1)C)=O)=O)C=CC=C2